C(C)(C)(C)O[C@H](C(=O)OCC)C1=C(C2=C(N=C(S2)C=2C=C3C(=NN(C3=CC2)C)[C@@H]2CN(CC2)CCOC)C=C1C)C1=CC=C(C=C1)Cl (S)-ethyl 2-(tert-butoxy)-2-(7-(4-chlorophenyl)-2-(3-((S)-1-(2-methoxyethyl)pyrrolidin-3-yl)-1-methyl-1H-indazol-5-yl)-5-methylbenzo[d]thiazol-6-yl)acetate